4-(3,4-Difluoro-phenyl)-2-methoxy-6-phenyl-nicotinonitrile FC=1C=C(C=CC1F)C1=CC(=NC(=C1C#N)OC)C1=CC=CC=C1